C(C)(C)(C)OC(=O)N1CCN(CC1)C=1C=C2C(=CC(=NC2=CC1OC)C)N[C@H](C)C1=C(C(=CC=C1)C(F)F)F (R)-4-(4-((1-(3-(difluoromethyl)-2-fluorophenyl)ethyl)amino)-7-methoxy-2-methylquinolin-6-yl)piperazine-1-carboxylic acid tert-butyl ester